CC=1C=C(C=CC1)C1=C(C=CC(=C1)OC1=C(C=C(N)C=C1)C(F)(F)F)OC1=C(C=C(N)C=C1)C(F)(F)F 4,4'-((3'-methyl-[1,1'-biphenyl]-2,5-diyl)bis(oxy))bis(3-(trifluoromethyl)aniline)